methyl 2-{3-[(1,3-benzothiazol-2-yl) amino]-4-methyl-5H,6H,7H,8H-pyrido[2,3-c]pyridazin-8-yl}-5-(3-{2-fluoro-4-[4-(methylamino) butyl] phenoxy} propyl)-1,3-thiazole-4-carboxylate S1C(=NC2=C1C=CC=C2)NC2=C(C1=C(N=N2)N(CCC1)C=1SC(=C(N1)C(=O)OC)CCCOC1=C(C=C(C=C1)CCCCNC)F)C